F[C@H]1[C@@]2(CC[C@](C[C@H]1OC=1N=CC(=NC1)C1=C(C=C(C=C1)N1C=NC=C1)O)(N2)C)C 2-(5-(((1S,2S,3R,5R)-2-fluoro-1,5-dimethyl-8-azabicyclo[3.2.1]octan-3-yl)oxy)pyrazin-2-yl)-5-(1H-imidazol-1-yl)phenol